Quinazolineamide N1=C(N=CC2=CC=CC=C12)C(=O)N